Cl.N[C@H](C(=O)N1CCC(CC1)C(C)N1C(CC2=CC(=CC=C12)C(=O)N)=O)C 1-(1-((S)-2-aminopropanoyl)piperidin-4-yl)ethyl-2-oxoindoline-5-carboxamide Hydrochloride